C(CCCCCCCCCCCCCCCCCCCCC)(=O)OCCCCCCCCCCCCCCCCCCCCCCCCCC Hexacosyl behenate